C(C)(C)NC1=CC=C(C=C1)CC1=CNC2=CC(=CC=C12)[N+](=O)[O-] N-isopropyl-4-((6-nitro-1H-indol-3-yl)methyl)aniline